tert-Butyl N-tert-butoxycarbonyl-N-[5-[5-chloro-3-[1-[(3,3-difluorocyclobutyl)methyl]pyrazol-4-yl]quinoxalin-6-yl]oxy-2-nitro-phenyl]carbamate C(C)(C)(C)OC(=O)N(C(OC(C)(C)C)=O)C1=C(C=CC(=C1)OC=1C(=C2N=C(C=NC2=CC1)C=1C=NN(C1)CC1CC(C1)(F)F)Cl)[N+](=O)[O-]